O5-tert-butyl O1-ethyl 2,2-difluoropentanedioate FC(C(=O)OCC)(CCC(=O)OC(C)(C)C)F